(R)-3-(1-(6-(2-hydroxy-2-(3-(trifluoromethyl)phenyl)acetyl)-4-oxo-4,5,6,7,8,9-hexahydro-3H-pyrimido[5,4-c]azepin-2-yl)cyclopropyl)benzaldehyde O[C@@H](C(=O)N1CC2=C(CCC1)N=C(NC2=O)C2(CC2)C=2C=C(C=O)C=CC2)C2=CC(=CC=C2)C(F)(F)F